F.NC1=NC(=NC(=N1)OC)C 2-amino-4-methoxy-6-methyl-1,3,5-triazine hydrofluoride